(2S,3S)-(Diphenylmethyl)-N-[2-methoxy-5-(2-methyl-2-propanyl)benzyl]quinuclidin-3-amine C1(=CC=CC=C1)C(C1=CC=CC=C1)[C@@H]1N2CCC([C@@H]1NCC1=C(C=CC(=C1)C(C)(C)C)OC)CC2